C1(CC1)C=1C=C(N(N1)C)NC1=NNC2=CC(=CC=C12)[C@@H]1C[C@@]12C(NC1=CC=C(C=C21)OC)=O (1R,2S)-2-{3-[(5-cyclopropyl-2-methylpyrazol-3-yl)amino]-1H-indazol-6-yl}-5'-methoxy-1'H-spiro[cyclopropane-1,3'-indol]-2'-one